C(C)(C)(C)C1=C(C=C(C(=C1)C1=C(C=CC=C1)O)C(C)(C)C)C1=C(C=CC=C1)O 2,5-di-tertiary butyl-p-phenylenediphenol